methyl (S)-2-((((S)-2-(3-chlorophenyl)-2,2-difluoro-1-phenylethoxy)carbonyl)amino)-3-cyclohexylpropanoate ClC=1C=C(C=CC1)C([C@@H](OC(=O)N[C@H](C(=O)OC)CC1CCCCC1)C1=CC=CC=C1)(F)F